DIBENZOACRIDINIUM C1=CC=CC2=C3C(=C4[NH+]=C5C=CC=CC5=CC4=C21)C=CC=C3